O=C1NC(CCC1N1C(C2=CC=CC(=C2C1=O)OCCOCCOCCOC1=C(C=CC=C1)N1C(SC(=C1C=1C=C2CCN(C2=CC1)C(C1=C(C=CC=C1)C)=O)C)NC(C)=O)=O)=O 3-(2-(2-(2-((2-(2,6-dioxopiperidin-3-yl)-1,3-dioxoisoindolin-4-yloxy)ethoxy)ethoxy)ethoxy)phenyl)-N-(5-methyl-4-(1-(2-methylbenzoyl)indolin-5-yl)thiazol-2-yl)acetamide